2-(2,5-dihydroxy-4-sulfobenzamido)pyridine OC1=C(C(=O)NC2=NC=CC=C2)C=C(C(=C1)S(=O)(=O)O)O